FC1=CC=C(C(=O)NC(C(=O)O)CC2COC2)C=C1 2-(4-fluorobenzamido)-3-(oxetan-3-yl)propionic acid